5-([1,2,4]triazolo[1,5-a]pyridin-6-yl)-N-(trans-4-morpholinocyclohexyl)-7H-pyrrolo[2,3-d]pyrimidin-4-amine N=1C=NN2C1C=CC(=C2)C2=CNC=1N=CN=C(C12)N[C@@H]1CC[C@H](CC1)N1CCOCC1